(4-((3,4-dihydro-2H-benzo[b][1,4]dioxepin-6-yl)methyl)-2-(2-isopropylphenyl)piperazin-1-yl)-7-azaspiro[3.5]nonane O1C2=C(OCCC1)C(=CC=C2)CN2CC(N(CC2)C2CCC21CCNCC1)C1=C(C=CC=C1)C(C)C